ethyl 4-formyl-2-(methylthio)-6-(1H-pyrazol-1-yl)pyrimidine-5-carboxylate C(=O)C1=NC(=NC(=C1C(=O)OCC)N1N=CC=C1)SC